C1(CC1)N1N=CC(=C1)[C@H]1CN(C[C@H](O1)C)C=1N=C(C2=C(N1)N=C(S2)N2C[C@H](CC2)OC)C2=C(C=C(C=C2)F)F (2S,6R)-2-(1-cyclopropylpyrazol-4-yl)-4-[7-(2,4-difluorophenyl)-2-[(3S)-3-methoxypyrrolidin-1-yl]thiazolo[4,5-d]pyrimidin-5-yl]-6-methyl-morpholine